OC1=C(N(N=C1C)CCC1=CC=C(C=C1)CO)C1=NNC(=N1)N1N=C(C=2C1=CN=C(C2)C)C(=O)N 1-[3-[4-Hydroxy-2-[2-[4-(hydroxymethyl)phenyl]ethyl]-5-methyl-pyrazol-3-yl]-1H-1,2,4-triazol-5-yl]-5-methyl-pyrazolo[3,4-c]pyridine-3-carboxamide